FC1(CN(CCC1)CCO)F 2-(3,3-difluoropiperidin-1-yl)ethanol